cobalt amino acetate samarium [Sm].C(C)(=O)ON.[Co]